3-aza-tetrahydrofuran O1CNCC1